C(C1=CC=CC=C1)N(CCC(=C)C1=CC=CC=C1)CC1=CC=CC=C1 N,N-dibenzyl-3-phenylbut-3-en-1-amine